5-((4-aminobutyl)amino)-N-(4,5-dimethylthiazol-2-yl)-2-methylbenzamide NCCCCNC=1C=CC(=C(C(=O)NC=2SC(=C(N2)C)C)C1)C